C(C)(C)(C)OC(NC/C(=C\F)/COC=1C=NC(=NC1)N1CCC(CC1)C(N(C)C)=O)=O N-[(E)-2-[[2-[4-(dimethylcarbamoyl)-1-piperidinyl]pyrimidin-5-yl]oxymethyl]-3-fluoro-allyl]carbamic acid tert-butyl ester